1-Cyclobutyl-3-[(8-hydroxy-5-nitroquinolin-7-yl)(4-methoxyphenyl)methyl]urea C1(CCC1)NC(=O)NC(C1=CC=C(C=C1)OC)C1=CC(=C2C=CC=NC2=C1O)[N+](=O)[O-]